tert-butyl 3-methyl-6-phenyl-5,6-dihydrocyclopenta[c]pyrazole-2(4H)-carboxylate CC1=C2C(=NN1C(=O)OC(C)(C)C)C(CC2)C2=CC=CC=C2